CC1(OB(OC1(C)C)C=1C=NC(=NC1)NCCOCCO)C 2-(2-((5-(4,4,5,5-tetramethyl-1,3,2-dioxaborolan-2-yl)pyrimidin-2-yl)amino)ethoxy)ethan-1-ol